(4-((1H-imidazol-2-yl)methyl)piperidin-1-yl)(4'-(trifluoromethyl)-[1,1'-biphenyl]-4-yl)methanone, Trifluoroacetic Acid Salt FC(C(=O)O)(F)F.N1C(=NC=C1)CC1CCN(CC1)C(=O)C1=CC=C(C=C1)C1=CC=C(C=C1)C(F)(F)F